BrC1=CC=C(C=C1)C(C)(C)C=1N=C(SC1)NC(=O)NCC=1C=NC(=CC1)N1CC(CC1)N(C)C 1-(4-(2-(4-bromophenyl)-propan-2-yl)thiazol-2-yl)-3-((6-(3-(dimethylamino)-pyrrolidin-1-yl)pyridin-3-yl)methyl)urea